CN(C(/C=C/CC(C(C(=O)NC=1C(N(C=CC1)CC=1NC2=CC=C(C=C2C1)F)=O)CN(C([O-])=O)C)([2H])[2H])=O)C (E)-7-(Dimethylamino)-1-((1-((5-fluoro-1H-indol-2-yl)methyl)-2-oxo-1,2-dihydropyridin-3-yl)amino)-1,7-dioxohept-5-en-2-yl-3,3-d2-dimethylcarbamat